3-(8-Cyanoquinolin-5-yl)-N-(2-morpholinoethyl)-5-(trifluoromethyl)-3-azabicyclo[3.1.0]hexane-1-Formamide C(#N)C=1C=CC(=C2C=CC=NC12)N1CC2(CC2(C1)C(F)(F)F)C(=O)NCCN1CCOCC1